ethyl 5-(2-methyl-1-(((trifluoromethyl) sulfonyl) oxy) propan-2-yl)-1,2,4-oxadiazole-3-carboxylate CC(COS(=O)(=O)C(F)(F)F)(C)C1=NC(=NO1)C(=O)OCC